C1(=CC=C(C=C1)C(C)N1C=NC2=C1C=C(C=C2)C(=O)N)C 1-(1-(p-tolyl)ethyl)-1H-benzo[d]imidazole-6-carboxamide